COC(=O)C1CCN(CC1)C1CCC2=CC(=CC=C12)C1=CC2=C(CCO2)C=C1 1-(5-(2,3-dihydrobenzofuran-6-yl)-2,3-dihydro-1H-inden-1-yl)piperidine-4-carboxylic acid methyl ester